2,2-Dimethoxy-1-[3-(trimethoxysilyl)propyl]-1,2-azasilolidine CO[Si]1(N(CCC1)CCC[Si](OC)(OC)OC)OC